The molecule is an indole alkaloid that is sarpagan in which the methyl group attached to position 16 has been oxidised to the corresponding aldehyde. It has a role as a plant metabolite. It is an aldehyde, an organic heteropentacyclic compound and an indole alkaloid. It derives from a hydride of a sarpagan. C/C=C\\1/CN2[C@H]3C[C@@H]1[C@H]([C@@H]2CC4=C3NC5=CC=CC=C45)C=O